FC1=CC=C(C=C1)CCCCC(=O)NN1CCCC1 5-(4-fluorophenyl)-N-(pyrrolidin-1-yl)pentanamide